CS(=O)(=O)C1(N=NOC1)C1=CC=CC=C1 methanesulfonyl-phenyl-oxadiazoleN